CN(C1=NC=C(C(=N1)NC1=NNC2=CC(=CC=C12)[C@@H]1C[C@@]12C(NC1=CC=C(C=C21)OC)=O)C)C (1R,2S)-2-(3-{[2-(dimethylamino)-5-methylpyrimidin-4-yl]amino}-1H-indazol-6-yl)-5'-methoxyspiro[cyclopropane-1,3'-indol]-2'(1'H)-one